7-bromo-1H-benzo[d]imidazole-4-carboxylic acid BrC1=CC=C(C2=C1NC=N2)C(=O)O